C(C)(C)(C)N(C(=O)C=1C2=C(N(N1)C1=CSC=C1)C=1C=C(C(=CC1OC2)OC)C2=NN(C=C2)C)CCO[Si](C)(C)C(C)(C)C N-tert-butyl-N-(2-(tert-butyldimethylsilyloxy)ethyl)-7-methoxy-8-(1-methyl-1H-pyrazol-3-yl)-1-(thiophen-3-yl)-1,4-dihydrochromeno[4,3-c]pyrazole-3-carboxamide